C1(=C(C=CC2=CC=CC=C12)OC1=C(C=C(C=C1)CO)C1=CC=CC=2SC3=CC=CC=C3SC12)C1=C(C=CC2=CC=CC=C12)OC1=C(C=C(C=C1)CO)C1=CC=CC=2SC3=CC=CC=C3SC12 ([1,1'-binaphthalene]-2,2'-diylbis{oxy[3-(thianthren-1-yl)-4,1-phenylene]})dimethanol